C(C1=CC=CC=C1)OCC1=NSC(=N1)C1=NC(=C2N1CCN(C2C)C(=O)C2=CC=C(C=C2)F)Br (3-(3-((benzyloxy)methyl)-1,2,4-thiadiazol-5-yl)-1-bromo-8-methyl-5,6-dihydroimidazo[1,5-a]pyrazin-7(8H)-yl)(4-fluorophenyl)methanone